(S)-3-(isoquinolin-4-yl)-2-oxo-1-(3-(trifluoromethoxy)phenyl)imidazolidine-4-carbonitrile C1=NC=C(C2=CC=CC=C12)N1C(N(C[C@H]1C#N)C1=CC(=CC=C1)OC(F)(F)F)=O